3-(BENZOFURAN-5-YL)PROPANAL O1C=CC2=C1C=CC(=C2)CCC=O